3,4-BIS(TRIFLUOROMETHYL)PHENYLBORONIC ACID FC(C=1C=C(C=CC1C(F)(F)F)B(O)O)(F)F